3-(2-(((1R,2S)-2-((E)-1-phenylbut-1-en-2-yl)cyclopropyl)amino)-7-azaspiro[3.5]nonan-7-yl)propanamide dihydrochloride Cl.Cl.C1(=CC=CC=C1)\C=C(/CC)\[C@H]1[C@@H](C1)NC1CC2(C1)CCN(CC2)CCC(=O)N